N-(3-Chloro-1H-indol-7-yl)-1-(2-cyanoethyl)pyrazol-4-sulfonamid ClC1=CNC2=C(C=CC=C12)NS(=O)(=O)C=1C=NN(C1)CCC#N